C(C)(C)(C)OC(=O)N1C[C@@H](CC1)N(CCCCCCC1N(C2=NC=CC=C2CC1)C(=O)OC1=CC=CC=C1)C phenyl 2-(6-(((R)-1-(tert-butoxycarbonyl)pyrrolidin-3-yl)(methyl)amino)hexyl)-3,4-dihydro-1,8-naphthyridine-1(2H)-carboxylate